5-[2-Chloro-4-(methylsulfonimidoyl)phenyl]-N-methyl-1,1-dioxo-4H-thieno[3,2-e][1,2,4]thiadiazin-3-amine ClC1=C(C=CC(=C1)S(=O)(=N)C)C1=CSC2=C1NC(=NS2(=O)=O)NC